1,2,3,6,7,8-hexafluoronaphthalene FC1=C(C(=CC2=CC(=C(C(=C12)F)F)F)F)F